N1=CC(=CC=C1)C1=C(C=CC=C1)B(O)O (2-(pyridin-3-yl)phenyl)boronic acid